3-tert-butyl-4-hydroxy-5-methylphenyl-propionic acid methyl ester COC(C(C)C1=CC(=C(C(=C1)C)O)C(C)(C)C)=O